FC(C(=O)O)(F)F.FC(C(=O)O)(F)F.CN(CCOC1CCNCC1)C N,N-dimethyl-2-(piperidin-4-yloxy)ethan-1-amine bistrifluoroacetate